CC1=CC=C(C=C1)S(=O)(=O)O.NCC(COC1=CC=CC2=C1N=C(O2)NCC2=CC=NC=C2)=CF (2-(aminomethyl)-3-fluoroallyloxy)-N-(pyridin-4-ylmethyl)benzo[d]oxazol-2-amine 4-methylbenzenesulfonate